water nickel sulfate S(=O)(=O)([O-])[O-].[Ni+2].O